5-(4-chloro-2-fluorophenyl)-2-cyclopropyl-3-methyl-7-((2S)-2-(1-methyl-1H-pyrazol-4-yl)-4-morpholinyl)pyrido[4,3-d]pyrimidin-4(3H)-one ClC1=CC(=C(C=C1)C1=NC(=CC=2N=C(N(C(C21)=O)C)C2CC2)N2C[C@@H](OCC2)C=2C=NN(C2)C)F